N[C@H]1CCC[C@H](C(NC=2C=CC(=NC2C=2C=CC=C1C2)C)=O)C (10R,14S)-14-amino-4,10-dimethyl-3,8-diazatricyclo[13.3.1.02,7]nonadeca-1(19),2(7),3,5,15,17-hexaen-9-one